FC=1C=C(C=CC1N1CCNCC1)NC1C(NC(CC1)=O)=O 3-{[3-fluoro-4-(piperazin-1-yl)phenyl]amino}piperidine-2,6-dione